FC1=C(C=C(C=C1)F)C1=C(C(=NC=C1)[C@H]1[C@H](COCC1)C(F)(F)F)N |r| 4-(2,5-difluorophenyl)-2-(rac-(3R,4R)-3-(trifluoromethyl)tetrahydro-2H-pyran-4-yl)pyridin-3-amine